C(C)C1=CC=C(C=C(C(=O)OCC(C)C)C#N)C=C1 isobutyl 4-ethyl-α-cyanocinnamate